[Sr].[Sn].[Zn] zinc-tin-strontium